C1CCC2(C1)CC(=O)N(C(=O)C2)CCCC[NH+]3CCN(CC3)C4=NC=CC=N4 The molecule is an ammonium ion resulting from the addition of a proton to the piperazine nitrogen that is not attached to the pyrimidinyl group. The major species at pH 7.3. It is a conjugate acid of a buspirone.